OC1(CCN(CC1)C1=NC(=NC=C1C(F)(F)F)NC1=C(C=C(C=C1)S(=O)(=O)C1CC2(C1)CCN(CC2)C(=O)OC(C)(C)C)C)C Tert-butyl 2-[4-[[4-(4-hydroxy-4-methyl-1-piperidyl)-5-(trifluoromethyl) pyrimidin-2-yl] amino]-3-methyl-phenyl]sulfonyl-7-azaspiro[3.5]nonane-7-carboxylate